O1C(C1)NC(=O)[O-] oxirane-2-carbamate